(5-bromo-2-(1-methyl-1H-pyrazol-4-yl)pyridin-3-yl)carbamic acid tert-butyl ester C(C)(C)(C)OC(NC=1C(=NC=C(C1)Br)C=1C=NN(C1)C)=O